ClC1=C(C=CC(=C1)C)C=1C=CC(=C(C(=O)O)C1)OCCN1C=NC=C1 5-(2-Chloro-4-methylphenyl)-2-(2-imidazol-1-yl-ethoxy)benzoic acid